2-(1-(3-amino-6-(3-fluoro-2-hydroxyphenyl)pyridazin-4-yl)piperidin-4-yl)propanoic acid NC=1N=NC(=CC1N1CCC(CC1)C(C(=O)O)C)C1=C(C(=CC=C1)F)O